FC1=C(C=CC=2C(=C(CCOC21)C2=C(C=C(C=C2)C)F)C2=CC=C(C=C2)O[C@@H]2CN(CC2)CCCF)O 9-Fluoro-4-(2-Fluoro-4-methylphenyl)-5-[4-[(3S)-1-(3-fluoropropyl)pyrrolidin-3-yl]oxyphenyl]-2,3-dihydro-1-benzoxepin-8-ol